tert-butyl 6-(3-chloro-6-(2-(ethyl(isopropyl)carbamoyl)-4-fluorophenoxy)-1,2,4-triazin-5-yl)-2,6-diazaspiro[3.4]octane-2-carboxylate ClC=1N=NC(=C(N1)N1CC2(CN(C2)C(=O)OC(C)(C)C)CC1)OC1=C(C=C(C=C1)F)C(N(C(C)C)CC)=O